C1(CCCC1)C1=NC=NN1C=1C(=NC=CC1)C(F)(F)F 5-cyclopentyl-1-[2-(trifluoromethyl)pyridin-3-yl]-1H-1,2,4-triazol